COC=1C=C(C=CC1OC)[C@H]1OC[C@@H]([C@@H]1COC(\C(=C/C)\C)=O)CC1=NC=CC=C1 (Z)-2-methyl-2-butenoic acid ((2S,3R,4R)-2-(3,4-dimethoxyphenyl)-4-(pyridine-2-yl-methyl)tetrahydrofuran-3-yl)methyl ester